NC1=NC(=C2C(=N1)N(N=C2)CC2=C(C=C(C=C2F)N)F)C=2C(=C(C#N)C=CC2)F 3-[6-amino-1-[(4-amino-2,6-difluoro-phenyl)methyl]pyrazolo[3,4-d]pyrimidine-4-yl]-2-fluoro-benzonitrile